methyl 4-(2-(tert-butoxyamino) ethyl)-2-((2-fluoro-4-iodophenyl) amino)-1-methyl-6-oxo-1,6-dihydropyridine-3-carboxylate C(C)(C)(C)ONCCC=1C(=C(N(C(C1)=O)C)NC1=C(C=C(C=C1)I)F)C(=O)OC